C(C)N1C(C2=CC(=CC=C2C(N1)=O)[N+](=O)[O-])=O 2-Ethyl-7-nitro-2,3-dihydrophthalazine-1,4-dione